C(C)(C)(C)OC(=O)N1CC2(C1)CC(C2)C2=NN(C=1C=CC=C(C21)C2=C(C=C1C=NN(C1=C2)C)F)CC(=O)OCC.N2(CCNCC2)C2=NC=CC=C2NC(C)=O N-(2-(piperazin-1-yl)pyridin-3-yl)acetamide tert-butyl-6-[1-(2-ethoxy-2-oxoethyl)-5'-fluoro-1'-methyl-[4,6'-biindazol]-3-yl]-2-azaspiro[3.3]heptane-2-carboxylate